C(C)OC(\C=C\C1=CC=C(C=C1)/C(=C(\C1=CC=CC=C1)/C1CCC1)/C=1C=C2C=NNC2=CC1)=O.NC1=NC2=CC=C(C=C2C=N1)C=1C=C(C=CC1C)C1=C(C(=O)N)C=CC(=C1C(F)(F)F)N1CCN(CC1)C (3-(2-aminoquinazolin-6-yl)-4-methylphenyl)-4-(4-methylpiperazin-1-yl)-3-(trifluoromethyl)benzamide (E)-ethyl-3-(4-((E)-2-cyclobutyl-1-(1H-indazol-5-yl)-2-phenylvinyl)phenyl)acrylate